(R)-6-(2-ethyl-5-fluoro-4-hydroxyphenyl)-3-(5-prolyl-1,4,5,6-tetrahydropyran-ylPyrrolo[3,4-d]Imidazol-2-yl)-1H-indazole C(C)C1=C(C=C(C(=C1)O)F)C1=CC=C2C(=NNC2=C1)C=1N=C2C(N1)=CN=C2C=2OC[C@@H](CC2)C([C@H]2NCCC2)=O